tert-butyldimethyl-(2-(oxetan-2-yl)ethoxy)silane C(C)(C)(C)[Si](OCCC1OCC1)(C)C